(E)-N-((1,2,3,5,6,7-Hexahydro-s-indacen-4-yl)carbamoyl)-2-(tetrahydrofuran-2-yl)ethen-1-sulfonamid C1CCC2=C(C=3CCCC3C=C12)NC(=O)NS(=O)(=O)\C=C\C1OCCC1